(2S,5R)-benzyl 5-(1-bromo-8-((2,4-dimethoxybenzyl)amino)imidazo[1,5-a]pyrazin-3-yl)-2-(((tert-butyldiphenylsilyl)oxy)methyl)piperidine-1-carboxylate BrC=1N=C(N2C1C(=NC=C2)NCC2=C(C=C(C=C2)OC)OC)[C@@H]2CC[C@H](N(C2)C(=O)OCC2=CC=CC=C2)CO[Si](C2=CC=CC=C2)(C2=CC=CC=C2)C(C)(C)C